ClC=1N=CC2=C(N1)C1(OC2=O)CCC1 2'-chlorospiro[cyclobutane-1,7'-furo[3,4-d]pyrimidine]-5'-one